CC1CC2=C(NC3=CC=CC=C23)CN1S(=O)(=O)C 3-methyl-2-methylsulfonyl-1,3,4,9-tetrahydropyrido[3,4-b]indole